FC1=C(C(=C(C=C1OC)OC)F)C1CCCC2=C(NN=C2C2=C(C=NN2)NC(C=C)=O)C1 N-(5-(7-(2,6-difluoro-3,5-dimethoxyphenyl)-1,4,5,6,7,8-hexahydrocyclohepta[c]pyrazol-3-yl)-1H-pyrazol-4-yl)acrylamide